C(C)(C)(C)[Si](C1=CC=CC=C1)(C1=CC=CC=C1)OCC1CCC(CC1)SC1=CC(=C(C=C1)[N+](=O)[O-])C Tert-butyl-[[4-(3-methyl-4-nitro-phenyl)sulfanylcyclohexyl]methoxy]-diphenyl-silane